BrC1=CC=C(C=C1)NC(=O)[C@@H]1N(CCC1)C(=O)NC1=CC=C(C=C1)C(C)C (2R)-N2-(4-bromophenyl)-N1-[4-(propan-2-yl)phenyl]pyrrolidine-1,2-dicarboxamide